C(C)OC1C(=O)OCCCC1 monoethoxy-ε-caprolactone